(6-Fluoro-4-(4-(1-hydroxyethyl)-4-phenylpiperidin-1-yl)quinolin-3-yl)(4-(methylsulfonyl)piperazin-1-yl)methanone FC=1C=C2C(=C(C=NC2=CC1)C(=O)N1CCN(CC1)S(=O)(=O)C)N1CCC(CC1)(C1=CC=CC=C1)C(C)O